(benzo[d][1,3]dioxol-5-yl)-N-methylpropan-2-amine O1COC2=C1C=CC(=C2)CC(C)NC